2-[(prop-2-yn-1-yloxy)methyl]pyrimidine C(C#C)OCC1=NC=CC=N1